C(C)(=O)N(C(OC(C)(C)C)=O)C1=CC(=CC=C1)C(C=C(SC)SC)=O tert-butyl acetyl(3-(3,3-bis(methylthio)acryloyl)phenyl)carbamate